C1(CCCCCCC1)C(C(NC1=CC=C2C(=C1)NC(C21CCOCC1)=O)=O)NC(=O)C=1N(N=CC1F)CC N-{1-Cyclooctyl-2-oxo-2-[(2-oxospiro[1H-indole-3,4'-oxane]-6-yl)amino]ethyl}-2-ethyl-4-fluoropyrazole-3-carboxamide